NC=1C2=C(N=C(N1)SC)C1(C(N2C=2C=CC3=C(N=C(O3)N)C2)=O)CN(C1)C(=O)OC(C)(C)C tert-Butyl 4'-amino-5'-(2-aminobenzo[d]oxazol-5-yl)-2'-(methylthio)-6'-oxo-5',6'-dihydrospiro[azetidine-3,7'-pyrrolo[3,2-d]pyrimidine]-1-carboxylate